NC=1C(=NN(C1)C1OCCCC1)C1=CC2=C(C=N1)C(=NN2CC(C)(C)F)N2CC(C2)O 1-[6-(4-amino-1-tetrahydropyran-2-yl-pyrazol-3-yl)-1-(2-fluoro-2-methyl-propyl)pyrazolo[4,3-c]pyridin-3-yl]azetidin-3-ol